benzyl bis(2-oxoethyl)carbamate O=CCN(C(OCC1=CC=CC=C1)=O)CC=O